S-ethyl 2-((((9H-fluoren-9-yl)methoxy)carbonyl)-L-phenylalanyl)-1-(3-((tert-butoxycarbonyl)amino)propyl)hydrazine-1-carbothioate C1=CC=CC=2C3=CC=CC=C3C(C12)COC(=O)N[C@@H](CC1=CC=CC=C1)C(=O)NN(C(SCC)=O)CCCNC(=O)OC(C)(C)C